3-(quinoxalin-6-yl)-3-(4-(4-(5,6,7,8-tetrahydro-1,8-naphthyridin-2-yl)butyl)thiazol-2-yl)propanoic acid N1=CC=NC2=CC(=CC=C12)C(CC(=O)O)C=1SC=C(N1)CCCCC1=NC=2NCCCC2C=C1